FC=1C=C(C(=O)NC2=CC(=CC=C2)[C@H](C)NC2=CN=C3C(=N2)N(N=C3)C)C=CC1C (S)-3-fluoro-4-methyl-N-(3-(1-((1-methyl-1H-pyrazolo[3,4-b]pyrazin-6-yl)amino)ethyl)phenyl)benzamide